2-(4-((2-((3S,5S)-5-((S)-2-cyano-4,4-difluoropyrrolidine-1-carbonyl)-2-oxopyrrolidin-3-yl)acetamido)methyl)phenyl)acetic acid C(#N)[C@H]1N(CC(C1)(F)F)C(=O)[C@@H]1C[C@H](C(N1)=O)CC(=O)NCC1=CC=C(C=C1)CC(=O)O